IC1OCCC1=O iodooxolan-3-one